4-[(6-fluoro-2-{[3-(hydroxymethyl)-1H-indazol-6-yl]amino}quinazolin-8-yl)oxy]cyclohexanol FC=1C=C2C=NC(=NC2=C(C1)OC1CCC(CC1)O)NC1=CC=C2C(=NNC2=C1)CO